3,5-difluoro-4-((trimethylsilyl)ethynyl)aniline FC=1C=C(N)C=C(C1C#C[Si](C)(C)C)F